N-((1R,2R,3S)-2-fluoro-3-methyl-8'-(2-oxopyrrolidin-1-yl)-4'H-spiro[cyclopropane-1,5'-naphtho[2,1-d]isoxazol]-3'-yl)-2,6-dimethoxybenzenesulfonamide F[C@@H]1[C@H]([C@@]12CC=1C(=NOC1C1=CC(=CC=C21)N2C(CCC2)=O)NS(=O)(=O)C2=C(C=CC=C2OC)OC)C